ethyl-1H-imidazole-2-carboxylic acid ethyl ester C(C)OC(=O)C=1N(C=CN1)CC